4-chloro-3-fluoro-6,7-dimethoxyquinoline ClC1=C(C=NC2=CC(=C(C=C12)OC)OC)F